(R)-N-(2-fluoro-3-hydroxy-3-methylbutyl)-2-(pyridin-3-yl)-7-((tetrahydro-2H-pyran-4-yl)amino)thiazolo[5,4-b]pyridine-6-carboxamide F[C@H](CNC(=O)C=1C(=C2C(=NC1)SC(=N2)C=2C=NC=CC2)NC2CCOCC2)C(C)(C)O